3-(3-(4-phenylpiperidin-1-yl)phenyl)propan-1-amine C1(=CC=CC=C1)C1CCN(CC1)C=1C=C(C=CC1)CCCN